1-[4-(2,3-Dimethylphenyl)piperidin-1-yl]-2-{(3bR,4aR)-3-[(3R,4S)-4-hydroxy-3-methylpiperidin-1-carbonyl]-3b,4,4a,5-tetrahydro-1H-cyclopropa[3,4]cyclopenta[1,2-c]pyrazol-1-yl}ethan-1-on CC1=C(C=CC=C1C)C1CCN(CC1)C(CN1N=C(C2=C1C[C@@H]1[C@H]2C1)C(=O)N1C[C@H]([C@H](CC1)O)C)=O